COCCN1N=C(C(=C1)NC(=O)C1=CC=C(O1)C=1C=NN(C1)C(=O)OC1(CC1)C)C1=NC=CC=C1 1-methylcyclopropyl 4-(5-((1-(2-methoxyethyl)-3-(pyridin-2-yl)-1H-pyrazol-4-yl)carbamoyl)furan-2-yl)-1H-pyrazole-1-carboxylate